2-(3-cyclopropyl-1H-pyrazol-4-yl)quinoxaline C1(CC1)C1=NNC=C1C1=NC2=CC=CC=C2N=C1